1-Methyl-2-ethylpiperidinium methansulfonat CS(=O)(=O)[O-].C[NH+]1C(CCCC1)CC